BrC=1C=C(C=CC1)C=1NC2=C(C(=NC=C2)N)N1 2-(3-bromophenyl)-1H-imidazo[4,5-c]pyridin-4-amine